FC1=NC(=CC(=C1)NC=1SC(=C(N1)C(=O)O)C)F 2-[(2,6-difluoro-4-pyridyl)amino]-5-methyl-thiazole-4-carboxylic acid